2-((2-methoxypyrimidin-5-yl)oxy)-1-(4-(4-(5-(2,4,6-trichlorophenyl)-4,5-dihydroisoxazol-3-yl)thiazol-2-yl)piperidin-1-yl)ethan-1-one COC1=NC=C(C=N1)OCC(=O)N1CCC(CC1)C=1SC=C(N1)C1=NOC(C1)C1=C(C=C(C=C1Cl)Cl)Cl